COC(=O)C1=CC2=C(N=CS2)C(=C1)N1COC=C1 4-(Oxazol-3-yl)-1,3-benzothiazole-6-carboxylic acid methyl ester